(S)-5-(4-(2-(tert-butoxy)-2-oxoethyl)piperazin-1-yl)-2-((tert-butoxycarbonyl)amino)-5-oxopentanoic acid C(C)(C)(C)OC(CN1CCN(CC1)C(CC[C@@H](C(=O)O)NC(=O)OC(C)(C)C)=O)=O